C(#N)C=1C=NN2C1C(=CC(=C2)C=2C=NN(C2)CC2CC2)C=2CCN(CC2)C=2C=NC(=CC2)C(C(=O)N)=C (4-(3-cyano-6-(1-(cyclopropylmethyl)-1H-pyrazol-4-yl)pyrazolo[1,5-a]pyridin-4-yl)-3,6-dihydro-2H-[1,3'-bipyridin]-6'-yl)acrylamide